C(C)OC(=O)C=1N=C(N(C1N)C1C(C1)C(F)(F)F)Cl 5-amino-2-chloro-1-[2-(trifluoromethyl)cyclopropyl]-1H-imidazole-4-carboxylic acid ethyl ester